5-((1-(2-((1-aminocyclopropyl)methoxy)-5-fluoropyridin-3-yl)cyclopropyl)amino)-6-fluoropyrazolo[1,5-a]pyrimidine-3-carboxylic acid ethyl ester C(C)OC(=O)C=1C=NN2C1N=C(C(=C2)F)NC2(CC2)C=2C(=NC=C(C2)F)OCC2(CC2)N